(S)-4-((tert-butoxycarbonyl)amino)-5-(octadecylamino)-5-oxopentanoic acid C(C)(C)(C)OC(=O)N[C@@H](CCC(=O)O)C(=O)NCCCCCCCCCCCCCCCCCC